CN(C)CC=1C=C(C=C(C1)OCCCCCCCCCCCCCCCCCC(=O)[O-])OCCCCCCCCCCCCCCCCCC(=O)[O-] ((5-((dimethylamino)methyl)-1,3-phenylene)bis(oxy))bis(butane-4,1-diyl)ditetradecanoate